4-((17-amino-3,6,9,12,15-pentaoxaheptadecyl)amino)-N-(4-bromo-5-methylthiazol-2-yl)-2-methylbenzamide NCCOCCOCCOCCOCCOCCNC1=CC(=C(C(=O)NC=2SC(=C(N2)Br)C)C=C1)C